C(CCC)C(N=C=O)N=C=O butylmethylene diisocyanate